dicesium phenylphosphate C1(=CC=CC=C1)OP(=O)([O-])[O-].[Cs+].[Cs+]